C12C(C3CC(CC(C1)C3)C2)OC(C)OC(=O)C2C3C=CC(C2)C3 5-(1-(2-adamantyloxy)ethoxycarbonyl)-bicyclo[2.2.1]hept-2-ene